CC1=C(C=CC=C1C)N1CCN(CC1)C(CN1N=C(C2=C1C[C@@H]1[C@H]2C1)C(=O)N1CC2(C(NC(N2)=O)=O)CCC1)=O 7-[(3bR,4aR)-1-{2-[4-(2,3-dimethylphenyl)piperazin-1-yl]-2-oxoethyl}-3b,4,4a,5-tetrahydro-1H-cyclopropa[3,4]cyclopenta[1,2-c]pyrazole-3-carbonyl]-1,3,7-triazaspiro[4.5]decane-2,4-dione